FC1(CC(C1)NC(=O)C=1C=NN2C1C=C(C=C2)C2=CNC=1N=C(N=CC12)N[C@@H]1C[C@@H](C1)OC)F N-(3,3-difluorocyclobutyl)-5-(2-((cis-3-methoxycyclobutyl)amino)-7H-pyrrolo[2,3-d]pyrimidin-5-yl)pyrazolo[1,5-a]pyridine-3-carboxamide